O1[C@@H](COCC1)CNC(=O)C1=C(C2=C(CC3(C4=CN(N=C24)CC2=CC=NC=C2)CC3)O1)C(F)(F)F N-[(2R)-1,4-dioxan-2-ylmethyl]-2'-(pyridin-4-ylmethyl)-8'-(trifluoromethyl)-2',5'-dihydrospiro[cyclopropane-1,4'-furo[2,3-g]indazole]-7'-carboxamide